C(C)(C)(C)OC(=O)N1C(C2=CC=CC=C2C1)C1=CC=C(C=C1)O.NC1=NC=2C=CC=CC2C2=C1N=C(N2CCNC(C2=CC=C(C=C2)CCN)=O)CCCC N-(2-(4-amino-2-butyl-1H-imidazo[4,5-c]quinolin-1-yl)ethyl)-4-(2-aminoethyl)benzamide tert-Butyl-1-(4-hydroxyphenyl)isoindoline-2-carboxylate